N[C@H]1C2N(CC1CC2)C(=O)C2=CC1=C(N(C(=N1)C=1N(C3=C(C=CC=C3C1)NC1=CC=C(C=C1)CO)CC1CC1)C)C(=C2)OC ((7R)-7-amino-2-azabicyclo[2.2.1]heptan-2-yl)(2-(1-(cyclopropylmethyl)-7-((4-(hydroxymethyl)phenyl)amino)-1H-indol-2-yl)-7-methoxy-1-methyl-1H-benzo[d]imidazol-5-yl)methanone